COCC=1C=C(C=CC1)C1=NNC=C1C=1N=C2C=C(C=NC2=CC1)N1C[C@H](CC1)N(C)C |r| rac-(3S)-1-[6-[3-[3-(methoxymethyl)phenyl]-1H-pyrazol-4-yl]-1,5-naphthyridin-3-yl]-N,N-dimethyl-pyrrolidin-3-amine